1-(oxazol-5-ylmethyl)-1H-benzo[d]imidazole-6-carboxylate O1C=NC=C1CN1C=NC2=C1C=C(C=C2)C(=O)[O-]